FC=1C=C(C(=NC1)OC1=CC=C(C#N)C=C1)C 4-((5-fluoro-3-methylpyridin-2-yl)oxy)benzonitrile